N-(2-methylpropenyl)picoline CC(=CN1C(C=CC=C1)C)C